N-ethyl-5-fluoro-2-(1-fluoro-3-methyl-6-{1-[(1R,3S,4S)-2-azabicyclo[2.2.2]octane-3-carbonyl]azetidin-3-yl}imidazo[1,5-a]pyridin-8-yl)-N-(isopropyl)benzamide C(C)N(C(C1=C(C=CC(=C1)F)C=1C=2N(C=C(C1)C1CN(C1)C(=O)[C@H]1NC3CCC1CC3)C(=NC2F)C)=O)C(C)C